(4-{[(tert-butoxy)carbonyl](hydroxy)amino}-3-methyl-5-oxo-1-phenyl-4,5-dihydro-1H-pyrazol-4-yl)acetic acid C(C)(C)(C)OC(=O)N(C1(C(=NN(C1=O)C1=CC=CC=C1)C)CC(=O)O)O